tert-butyl N-[(9R,13S)-9-methyl-8-oxo-3-{[2-(trimethylsilyl) ethoxy]methyl}-3,4,7-triazatricyclo[12.3.1.02,6]octadeca-1(18),2(6),4,14,16-pentaen-13-yl]carbamate C[C@H]1C(NC=2C=NN(C2C=2C=CC=C([C@H](CCC1)NC(OC(C)(C)C)=O)C2)COCC[Si](C)(C)C)=O